C(C1=CC=CC=C1)N(C(CC1=CC=C(C=C1)N1C=NC2=C1C=CC(=C2)C(=O)NC)=O)O 1-(4-(2-(benzyl(hydroxy)amino)-2-oxoethyl)phenyl)-N-methyl-1H-benzo[d]imidazole-5-carboxamide